benzyl (3R,4S,7R)-3-(((benzyloxy)carbonyl)amino)-4,7-dimethyl-2,3,4,7-tetrahydro-1H-azepine-1-carboxylate C(C1=CC=CC=C1)OC(=O)N[C@H]1CN([C@@H](C=C[C@@H]1C)C)C(=O)OCC1=CC=CC=C1